NC1=C(C=C(C(=O)OC)C=C1)NC[C@@H](O)CC methyl (S)-4-amino-3-((Oxabutane-2-ylmethyl)amino)benzoate